(S)-1-(4-(3-((4-amino-7-(1-hydroxypropan-2-yl)-5-(4-phenoxyphenyl)-7H-pyrrolo[2,3-d]pyrimidin-6-yl)ethynyl)azetidin-1-yl)piperidin-1-yl)prop-2-en-1-one NC=1C2=C(N=CN1)N(C(=C2C2=CC=C(C=C2)OC2=CC=CC=C2)C#CC2CN(C2)C2CCN(CC2)C(C=C)=O)[C@H](CO)C